ClC1=CC=C(C=C1)C=1C=CC=C2C(=C(N3C(C12)=NC(=N3)C)C(=O)NCC(=O)OCC)O ethyl 2-[[10-(4-chlorophenyl)-6-hydroxy-2-methyl-[1,2,4]triazolo[5,1-a]isoquinoline-5-carbonyl]amino]acetate